N1(CCC1)CCN1CCN(CC1)C(=O)C1=C(C=C(C=C1)NC=1C=2N(C=CN1)C(=CN2)C2=CC(=C(C=C2)OC)F)Cl [4-[2-(azetidin-1-yl)ethyl]piperazin-1-yl]-[2-chloro-4-[[3-(3-fluoro-4-methoxyphenyl)imidazo[1,2-a]pyrazin-8-yl]amino]phenyl]methanone